ethyl 3-(2-hydroxy-4-(trifluoromethyl) phenyl)-3-oxopropanoate OC1=C(C=CC(=C1)C(F)(F)F)C(CC(=O)OCC)=O